6-((4-bromo-2-fluorophenyl)amino)-7-fluoro-3-methylbenzofuran-5-carboxylic acid BrC1=CC(=C(C=C1)NC1=C(C2=C(C(=CO2)C)C=C1C(=O)O)F)F